C12(CC(C1)C2)C(=O)NN bicyclo[1.1.1]pentane-1-carbohydrazide